ClC(CCC(=O)NC=1C=CC=C2C=CC=NC12)CCCC 4-Chloro-N-(quinolin-8-yl)octanamide